ClC1=C(C=C(C=C1)NC(=O)N1[C@@H]2CC[C@H]1CC=1N=CN=CC12)C(F)(F)F (5R,8S)-N-(4-chloro-3-(trifluoromethyl)phenyl)-6,7,8,9-tetrahydro-5H-5,8-epiminocyclohepta[d]pyrimidine-10-carboxamide